6-{6-[3-(isopropylamino)pyrrolidin-1-yl]-1,5-naphthyridin-2-yl}-2-methyl-1,3-benzoxazol-5-ol C(C)(C)NC1CN(CC1)C=1N=C2C=CC(=NC2=CC1)C1=CC2=C(N=C(O2)C)C=C1O